5-(Bromomethyl)isoindoline-2-carboxylic acid tert-butyl ester C(C)(C)(C)OC(=O)N1CC2=CC=C(C=C2C1)CBr